1-(methoxycarbonyl)-2,3-dimethylcyclopropanecarboxylic acid COC(=O)C1(C(C1C)C)C(=O)O